(2-fluorophenyl)prop-2-en-1-one FC1=C(C=CC=C1)C(C=C)=O